C(C)(C)(C)OC(=O)N1C2CN(CC1CC2)C2=NC(=NC1=C(C(=CC=C21)Br)F)OC[C@H]2[C@H](CC2)N(C)C 3-[7-bromo-2-[[cis-2-(dimethylamino)cyclobutyl]methoxy]-8-fluoro-quinazolin-4-yl]-3,8-diazabicyclo[3.2.1]octane-8-carboxylic acid tert-butyl ester